sodium (2-((3R,6S)-1-acetyl-6-methylpiperidin-3-yl)-6-(pyrazin-2-yl)pyrimidin-4-yl)(3-(1-methyl-1H-1,2,3-triazol-4-yl)phenyl)amide C(C)(=O)N1C[C@@H](CC[C@@H]1C)C1=NC(=CC(=N1)[N-]C1=CC(=CC=C1)C=1N=NN(C1)C)C1=NC=CN=C1.[Na+]